COC(=O)C1(CCCC1)C1=C(C=CC=C1)OC 4-(methoxycarbonyl)-4-(2-methoxyphenyl)cyclopentane